7-chloro-1-(2-fluorophenyl)quinazoline-2,4(1H,3H)-dione ClC1=CC=C2C(NC(N(C2=C1)C1=C(C=CC=C1)F)=O)=O